C1(CC1)[C@H](N1CCOC2=C(C1=O)C=C(C=C2C=2C(=NN(C2)CC)C(F)(F)F)C(=O)OC)C2=NC=CC(=C2)OC methyl (S)-4-(cyclopropyl(4-methoxypyridin-2-yl)methyl)-9-(1-ethyl-3-(trifluoromethyl)-1H-pyrazol-4-yl)-5-oxo-2,3,4,5-tetrahydrobenzo[f][1,4]oxazepine-7-carboxylate